tert-Butyl (S,E)-(3-(3-(((7-chloro-3-methylbenzofuran-2-yl)methyl)(methyl)amino)-3-oxoprop-1-en-1-yl)-8-oxo-6,7,8,9-tetrahydro-5H-pyrido[2,3-b]azepin-7-yl)carbamate ClC1=CC=CC=2C(=C(OC21)CN(C(/C=C/C2=CC1=C(NC([C@H](CC1)NC(OC(C)(C)C)=O)=O)N=C2)=O)C)C